1-heptyl-ammonium C(CCCCCC)[NH3+]